C(CCCCC)S(=O)(=O)OC1=CC=C(C=C1)NC(NC1=CC=C(C=C1)OS(=O)(=O)CCCCCC)=O bis-[4-(hexanesulfonyloxy)phenyl]urea